C(C)OC(CC1CNCC(C1)C1=CC=C(C=C1)CO)=O 2-(5-(4-(hydroxymethyl)phenyl)piperidin-3-yl)acetic acid ethyl ester